CS(=O)(=O)O.C(C)(=O)N(CCCCCNC(CCC(=O)N(O)CCCCCNC(CCC(=O)N(O)CCCCCN)=O)=O)O N4-{5-[acetyl(hydroxy)amino]pentyl}-N1-(5-{4-[(5-aminopentyl)(hydroxy)amino]-4-oxobutanamido}pentyl)-N1-hydroxybutanediamide monomethanesulfonate